C(C)(C)N1N=CC=C1C1=NC=CC=C1 2-(1-isopropyl-1H-pyrazol-5-yl)pyridin